[C@H]12[C@H](NC[C@@H]2C1)C(=O)N1CCC(CC1)C(=O)C1=C(N(C2=CN=CC=C21)C2=C(C=C(C=C2)F)C=2C=NC=CC2C(C)C)C (1-((1S,2S,5R)-3-Azabicyclo[3.1.0]hexane-2-carbonyl)piperidin-4-yl)(1-(4-fluoro-2-(4-isopropylpyridin-3-yl)phenyl)-2-methyl-1H-pyrrolo[2,3-c]pyridin-3-yl)methanone